CCCCCCCCCCCCC(=O)OC[C@H](COP(=O)([O-])OCC[N+](C)(C)C)OC(=O)CCCCCCC/C=C\C/C=C\C/C=C\CC 1-tridecanoyl-2-(9Z,12Z,15Z-octadecatrienoyl)-glycero-3-phosphocholine